(2,4-dimethoxybenzyl)-2-((2-(trimethylsilyl)ethoxy)methyl)-2,4,5,6-tetrahydro-7H-pyrazolo[3,4-c]pyridin-7-one COC1=C(CC=2N(N=C3C(NCCC32)=O)COCC[Si](C)(C)C)C=CC(=C1)OC